CN(C1=CC=C(C=C1)N\C(=C\1/C(NC2=CC(=CC=C12)C(=O)OC)=O)\C1=CC=CC=C1)C(CN1CCN(CC1)C)=O methyl (3Z)-3-{[(4-{methyl [(4-methylpiperazin-1-yl) acetyl] amino} phenyl) amino] (phenyl) methylene}-2-oxo-2,3-dihydro-1H-indole-6-carboxylate